Fmoc-D-methionine dodecyl ester C(CCCCCCCCCCC)OC([C@H](NC(=O)OCC1C2=CC=CC=C2C2=CC=CC=C12)CCSC)=O